C(C=C)C1=CC=C(C(=C1)C=1C(=CC=C(C1)CC=C)O)O 5',5-diallyl-2,2'-biphenyldiol